2,4-bis(morpholinomethyl)naphthalen-1,3-diol O1CCN(CC1)CC1=C(C2=CC=CC=C2C(=C1O)CN1CCOCC1)O